N1=CC=C(C=C1)C(C)(C)C1C(C=2N(C=3C=CC=CC3C2)C1)=O 2-(2-(pyridin-4-yl)propan-2-yl)-2,3-dihydro-1H-pyrrolo[1,2-a]indol-1-one